(R)-phenylethane C1(=CC=CC=C1)CC